ethyl L-argininate N[C@@H](CCCNC(N)=N)C(=O)OCC